O1CC(C1)N1CCC(CC1)COC1=CC=2N(C=C1)C(=CN2)C2=CC(=NC=N2)N {6-[7-(1-Oxetan-3-yl-piperidin-4-ylmethoxy)-imidazo[1,2-a]Pyridin-3-yl]-pyrimidin-4-yl}-amine